CC1(OB(OC1(C)C)C=1CC2(CN(C2)C(=O)OC(C)(C)C)CC1)C tertbutyl 6-(4,4,5,5-tetramethyl-1,3,2-dioxaborolan-2-yl)-2-azaspiro[3.4]oct-6-ene-2-carboxylate